METHYLMETHOXYACETAT COC(COC)=O